NC1=C(C=C(C=N1)C=1C=C2N(N1)CCC21CN(C1)C(=O)C1CC1)O[C@H](C)C1=CC=CC=C1 (2'-{6-amino-5-[(1R)-1-phenylethoxy]pyridin-3-yl}-5',6'-dihydrospiro[azetidine-3,4'-pyrrolo[1,2-b]pyrazol]-1-yl)(cyclopropyl)methanone